2-(3,3-dimethyl-2,3-dihydropyrrolo[3',2':5,6]pyrido[2,3-b][1,4]oxazin-1(6H)-yl)-N-((4-(((4-fluorotetrahydro-2H-pyran-4-yl)methyl)amino)-3-nitrophenyl)sulfonyl)benzamide CC1(CN(C2=C(O1)N=C1C(=C2)C=CN1)C1=C(C(=O)NS(=O)(=O)C2=CC(=C(C=C2)NCC2(CCOCC2)F)[N+](=O)[O-])C=CC=C1)C